N-methyl-N'-((1-methyl-1H-indazol-5-yl)methyl)acetohydrazide CN(NCC=1C=C2C=NN(C2=CC1)C)C(C)=O